ClC1=CC(=C(C=C1)[C@@H]1OC2=C(C=CC=C2C(=C1)C)C1CCN(CC1)CC1=NC2=C(N1C[C@H]1OCC1)C=C(C=C2)C(=O)O)F 2-((4-((R)-2-(4-chloro-2-fluorophenyl)-4-methyl-2H-chromen-8-yl)piperidin-1-yl)methyl)-1-(((S)-oxetan-2-yl)methyl)-1H-benzo[d]imidazole-6-carboxylic acid